bis-(3-triethoxysilylpropyl)tetrasulfane ((6-((cis-3-Hydroxycyclobutyl)(methyl)amino)undecane-1,11-diyl)bis(sulfane-diyl))bis(octane-1,2-diyl) bis(3-cyclohexylpropanoate) C1(CCCCC1)CCC(=O)OC(CSCCCCCC(CCCCCSCC(CCCCCC)OC(CCC1CCCCC1)=O)N(C)[C@@H]1C[C@@H](C1)O)CCCCCC.C(C)O[Si](CCCSSSSCCC[Si](OCC)(OCC)OCC)(OCC)OCC